(((2S)-4-(azetidin-1-yl)-2-(4-(methoxycarbonyl)phenyl)piperidin-1-yl)methyl)-5-methoxy-7-methyl-1H-indole-1-carboxylic acid tert-butyl ester C(C)(C)(C)OC(=O)N1C(=CC2=CC(=CC(=C12)C)OC)CN1[C@@H](CC(CC1)N1CCC1)C1=CC=C(C=C1)C(=O)OC